CN1C(C(NCC1)C)=O 1,3-dimethylpiperazin-2-one